ClC1=CC=CC(=N1)N1N=CC(=C1)C1(C(N(CC1)C)=O)O (1-(6-Chloropyridin-2-yl)-1H-pyrazol-4-yl)-3-hydroxy-1-methylpyrrolidin-2-one